1-(2-chlorophenyl)-4-((2-methoxy-pyridin-4-yl)amino)-7-(trifluoromethyl)-pyrido-[2,3-d]pyrimidin-2(1H)-one ClC1=C(C=CC=C1)N1C(N=C(C2=C1N=C(C=C2)C(F)(F)F)NC2=CC(=NC=C2)OC)=O